2-((4-methyl-2-oxabicyclo[2.1.1]hexan-1-yl)methoxy)-9-hydroxy-6,7-dihydro-4H-pyrimido[6,1-a]isoquinolin-4-one CC12COC(C1)(C2)COC2=NC(N1C(C3=CC=C(C=C3CC1)O)=C2)=O